C(CCCC)OCCC(=O)N(CCCC)CCCC 3-pentoxy-N,N-dibutylpropanamide